2-((1r,2s)-2-(((5-bromo-2-nitrophenyl)amino)methyl)cyclopropyl)ethan-1-ol BrC=1C=CC(=C(C1)NC[C@@H]1[C@H](C1)CCO)[N+](=O)[O-]